[S].[Se].[In].[Cu].[Zn] zinc copper indium selenium sulfur